dimethanol phthalate C(C=1C(C(=O)O)=CC=CC1)(=O)O.CO.CO